NC1=C(C(=O)O)C=CC(=C1)Cl o-amino-p-chlorobenzoic acid